C(#N)C=1C(=CC(=NC1N1[C@H](CC1)C)C=1C=NN(C1)CC(=O)N(CCO)CCO)C(F)(F)F 2-[4-[5-cyano-6-[(2S)-2-methylazetidin-1-yl]-4-(trifluoromethyl)-2-pyridyl]pyrazol-1-yl]-N,N-bis(2-hydroxyethyl)acetamide